CN[C@@H](CC(=O)O)C(=O)O N-methyl-aspartic acid